N[C@@H]1CN(C[C@@H](C1)OC)C(=O)OCC1=CC=CC=C1 Benzyl (3S,5R)-3-amino-5-methoxy-piperidine-1-carboxylate